(S)-3-(dimethylamino)-3-phenylpropan-1-ol CN([C@@H](CCO)C1=CC=CC=C1)C